N-(4-([1,2,4]triazolo[1,5-a]pyridin-7-yloxy)-3-methylphenyl)-5-(8-azabicyclo[3.2.1]octan-3-yl)pyrrolo[2,1-f][1,2,4]triazin-4-amine N=1C=NN2C1C=C(C=C2)OC2=C(C=C(C=C2)NC2=NC=NN1C2=C(C=C1)C1CC2CCC(C1)N2)C